1-(5-Fluoro-1-oxoisoindolin-2-yl)dihydropyrimidine-2,4(1H,3H)-dione FC=1C=C2CN(C(C2=CC1)=O)N1C(NC(CC1)=O)=O